FC1=CC=C(C=C1)C1=CC=C(C=C1)C(C)(C)NC(=O)NC1(CCN2CCC(C1)CC2)C 1-(2-(4'-fluoro-[1,1'-biphenyl]-4-yl)propan-2-yl)-3-(4-methyl-1-azabicyclo[4.2.2]dec-4-yl)urea